C(#N)N1CC2=C(C=C(C=C2C1)NC(=O)C1CN(CCO1)C)C1=CC=CC=C1 N-(2-cyano-7-phenylisoindolin-5-yl)-4-methylmorpholine-2-carboxamide